1-Oleoyl-2-acetyl-sn-glycerol C(CCCCCCC\C=C/CCCCCCCC)(=O)OC[C@@H](OC(C)=O)CO